3,5-diiodostyrene IC=1C=C(C=C)C=C(C1)I